spiro[benzo[b][1,4]oxazine-2,1'-cyclopropane]-4(3H)-carboxylic acid ethyl ester C(C)OC(=O)N1C2=C(OC3(CC3)C1)C=CC=C2